FC=1C=C(OC2CN(C2)C=2C(=C(C(=O)O)C=CC2)N2C=CC=C2)C=CC1NC(CC=1C=NC=CC1)=O 3-(3-(3-fluoro-4-(2-(pyridin-3-yl)acetamido)phenoxy)azetidin-1-yl)-2-(1H-pyrrol-1-yl)benzoic acid